NC=1C(=NC(=C(C1)C(F)(F)F)C=1C=NN(C1)C)C(=O)NCC(C(F)(F)F)(C)O 3-Amino-6-(1-methyl-1H-pyrazol-4-yl)-N-(3,3,3-trifluoro-2-hydroxy-2-methylpropyl)-5-(trifluoromethyl)picolinamide